N-((1S)-(4,4-difluorocyclohexyl)(6-(((5R)-2-oxo-5-(trifluoromethyl)piperidin-3-yl)methyl)imidazo[1,2-b]pyridazin-2-yl)methyl)-1-isopropyl-1H-pyrazole-5-carboxamide FC1(CCC(CC1)[C@H](NC(=O)C1=CC=NN1C(C)C)C=1N=C2N(N=C(C=C2)CC2C(NC[C@@H](C2)C(F)(F)F)=O)C1)F